N1=CC(=CC=C1)OC(=O)C=1SC(=CC1)C=1C=NC=CC1 5-(pyridin-3-yl)thiophene-2-carboxylic acid pyridin-3-yl ester